1-(4-(benzo[d][1,3]dioxol-5-yl(pyridin-3-yl)amino)piperidine-1-carbonyl)-1H-benzo[d][1,2,3]triazole-6-carbonitrile O1COC2=C1C=CC(=C2)N(C2CCN(CC2)C(=O)N2N=NC1=C2C=C(C=C1)C#N)C=1C=NC=CC1